N-[(1R)-2-hydroxy-1-(hydroxymethyl)-2-methyl-propyl]carbamic acid tert-butyl ester C(C)(C)(C)OC(N[C@@H](C(C)(C)O)CO)=O